[Cl-].C(=O)(O)C1C(CCC2=CC=C(C=C12)OC1=C(C=CC=C1)C1=CC(=C(C=C1)F)F)[NH3+] carboxy-7-((3',4'-Difluoro-[1,1'-Biphenyl]-2-yl)oxy)-1,2,3,4-tetrahydronaphthalene-2-aminium chloride